4-(2',4'-difluoro-[1,1'-biphenyl]-3-yl)-7-(3-Morpholinopropoxy)quinazoline-4,6-diamine FC1=C(C=CC(=C1)F)C1=CC(=CC=C1)C1(NC=NC2=CC(=C(C=C12)N)OCCCN1CCOCC1)N